(3-methacryloxy-2-hydroxypropoxy)propyl-bis(trimethyl-siloxy)methyl-silane 2,3,4,5,6-pentafluorophenyl-1-azido-3,6,9,12-tetraoxapentadecan-15-oate FC1=C(C(=C(C(=C1F)F)F)F)OC(CCOCCOCCOCCOCCN=[N+]=[N-])=O.C(C(=C)C)(=O)OCC(COCCC[SiH2]C(O[Si](C)(C)C)O[Si](C)(C)C)O